anthra[2,1,9-def:6,5,10-d'e'f']diisochromene-1,3,8,10-tetraone C1(OC(C=2C=CC3=C4C2C1=CC=C4C=4C=1C2=C(C(OC(C2=CC4)=O)=O)C=CC31)=O)=O